cobalt(II) triflate [O-]S(=O)(=O)C(F)(F)F.[Co+2].[O-]S(=O)(=O)C(F)(F)F